(2S,4R)-4-hydroxy-1-[(2S)-2-[4-(3-methoxy-2-pyridyl)triazol-1-yl]-3,3-dimethyl-butanoyl]-N-methyl-pyrrolidine-2-carboxamide O[C@@H]1C[C@H](N(C1)C([C@H](C(C)(C)C)N1N=NC(=C1)C1=NC=CC=C1OC)=O)C(=O)NC